2-((4-cyanobenzyl)oxy)-3,4,5,6-tetrafluoro-N,N-dimethylbenzenesulfonamide C(#N)C1=CC=C(COC2=C(C(=C(C(=C2F)F)F)F)S(=O)(=O)N(C)C)C=C1